OC1=C(N(N=C1C)CCN1C=NN=C1)C1=NNC(=N1)C1=NC(=CC2=C1C=NN2C)C(=O)N 4-[3-[4-Hydroxy-5-methyl-2-[2-(1,2,4-triazol-4-yl)ethyl]pyrazol-3-yl]-1H-1,2,4-triazol-5-yl]-1-methyl-pyrazolo[4,3-c]pyridine-6-carboxamide